ClC1=CC=C(C(=N1)C(=O)N)NC1=NC(=NC=C1)NC1=CC(=C(C=C1)OC1CC(C1)N(C)C)OC 6-chloro-3-(2-{3-methoxy-4-[(1s,3s)-3-(dimethylamino)cyclobutoxy]phenylamino}-4-pyrimidinylamino)-2-pyridinecarboxamide